COC(C(CCCCCCCC)=O)C1=CC=CC=C1 methoxyphenyl-Decanone